7-fluoro-3-(1,2,5,6-tetrahydropyridin-3-yl)-1H-indole FC=1C=CC=C2C(=CNC12)C=1CNCCC1